C(C)(C)(C)OC(=O)N1C(C2(C1)CNC2)C2=CC=C(C=C2)N (4-aminophenyl)-2,6-diazaspiro[3.3]heptane-2-carboxylic acid tert-butyl ester